3-hydroxy-2,2-dimethylpentanal OC(C(C=O)(C)C)CC